C(C)C1=C(N=C2C(=N1)C(=NC=C2C=2C=NN(C2)C2CCN(CC2)C(CC)CC)N)NC2CCOCC2 3-Ethyl-8-(1-(1-(pent-3-yl)piperidin-4-yl)-1H-pyrazol-4-yl)-N2-(tetrahydro-2H-pyran-4-yl)pyrido[3,4-b]pyrazine-2,5-diamine